C1(CC1)S(=O)(=O)NC=1SC=C(N1)C(C(=O)NC1=CC=C(C=C1)C1=NC(=CN=C1)OCCC)(CC)CC 2-(2-(cyclopropanesulfonamido)thiazol-4-yl)-2-ethyl-N-(4-(6-propoxypyrazin-2-yl)phenyl)butanamide